NC1=C(C=C(C2=CC=CC=C12)S(=O)(=O)O)N=NC=1C=NC(=CC1)C1=C(C=CC=C1)OCCCCCC 4-Amino-3-[6-(2-hexyloxyphenyl)pyridin-3-ylazo]naphthalene-1-sulfonic acid